6-(1-{(1-Acetylpiperidin-4-yl)[6-(trifluoromethyl)pyridin-3-yl]methyl}-1H-pyrazoL-4-yl)-2-amino-N-[(2S)-butan-2-yl][1,2,4]triazolo[1,5-a]pyridine-8-carboxamide C(C)(=O)N1CCC(CC1)C(N1N=CC(=C1)C=1C=C(C=2N(C1)N=C(N2)N)C(=O)N[C@@H](C)CC)C=2C=NC(=CC2)C(F)(F)F